O=C1NC2=CC=CC=C2C12CC2 oxospiro[cyclopropane-1,3'-indoline]